O1CCN(CC1)C1=C(C(=O)O)C=CC=N1 2-morpholinonicotinic acid